C(C)(C)(C)C=1C=C2C(=NNC2=CC1Cl)NCC=1N(C(=C(N1)Cl)C(=O)N([C@@H]1CNC[C@H]1C)C)C 2-(((5-(tert-butyl)-6-chloro-1H-indazol-3-yl)amino)methyl)-4-chloro-N,1-dimethyl-N-(trans-4-methylpyrrolidin-3-yl)-1H-imidazole-5-carboxamide